C(CCCCCCCCC)(=O)OC(C(CCC)OC(CCCCCCCCC)=O)CCC decanoic acid 2-decanoyloxy-1-propyl-pentyl ester